FC1(CC(C1)COC1=C(C=CC(=C1F)F)[C@H]1[C@@H](O[C@]([C@@H]1C)(C(F)(F)F)C)C(=O)NC1=CC(=NC=C1)C(=O)N)F 4-[[(2R,3S,4R,5R)-3-[2-[(3,3-Difluorocyclobutyl)methoxy]-3,4-difluoro-phenyl]-4,5-dimethyl-5-(trifluoromethyl)tetrahydrofuran-2-carbonyl]amino]pyridin-2-carboxamid